C(=O)C=1C(=NC(NC1)=O)N 5-formylcytosine